tert-butyl ((3R,SR)-1-(2,7-dichloro-8-fluoropyrido[4,3-d]pyrimidin-4-yl)-5-hydroxypiperidin-3-yl)carbamate ClC=1N=C(C2=C(N1)C(=C(N=C2)Cl)F)N2C[C@@H](C[C@@H](C2)O)NC(OC(C)(C)C)=O |&1:17|